OCC=1C=C(C=CC1C)C(C(C(=O)OC(C)(C)C)(C)C)C1=C(C=2N(C=C1)C(=NN2)C(F)(F)F)C tert-Butyl 3-(3-(hydroxymethyl)-4-methylphenyl)-2,2-dimethyl-3-(8-methyl-3-(trifluoromethyl)-[1,2,4]triazolo[4,3-a]pyridin-7-yl)propanoate